[Na].NC1=C2C(NNC(C2=CC=C1)=O)=O 5-amino-2,3-dihydrophthalazine-1,4-dione sodium salt